FC(OC1=NC=CC(=C1)CNC(=O)NC1=C(C(=CC=C1)F)F)F 1-[[2-(difluoro-methoxy)pyridin-4-yl]methyl]-3-(2,3-difluorophenyl)urea